BrC1=CC(=C(C=C1)Cl)C(C)(C)C 4-bromo-2-tert-butyl-1-chlorobenzene